COC(C1=CC(=C(C=C1)CC=1C(=NC(=NC1C)N)O)OC)=O 4-((2-amino-4-hydroxy-6-methylpyrimidin-5-yl)methyl)-3-methoxybenzoic acid methyl ester